N[C@@H]1[C@@H](OCC12CCN(CC2)C2=NC=C(C=1N2C=CN1)SC1=CC=NC2=CC(=CC=C12)C#N)C 4-((5-((3S,4S)-4-amino-3-methyl-2-oxa-8-azaspiro[4.5]decan-8-yl)imidazo[1,2-c]pyrimidin-8-yl)thio)quinoline-7-carbonitrile